FC1=CC=C(C=C1)C(CC1=NCCC2=C1NC1=CC(=CC=C21)OC)CC2=NCCC1=C2NC2=CC(=CC=C12)OC 1,1'-(2-(4-fluorophenyl)propane-1,3-diyl)bis(7-methoxy-4,9-dihydro-3H-pyrido[3,4-b]indole)